F[C@H]1C[C@H](N2N=C(N=C21)S(=O)(=O)C(C#N)(C)C)C2=CC=CC=C2 2-(((5S,7s)-7-fluoro-5-phenyl-6,7-dihydro-5H-pyrrolo[1,2-b][1,2,4]triazol-2-yl)sulfonyl)-2-methylpropanenitrile